ClC1=CC2=C(C3=CC=CC=C3C(=C2C=C1)OCCCCCCCCCCCCCCCCCCCCC(=O)OCC)OCCCCCCCCCCCCCCCCCCCCC(=O)OCC 2-chloro-9,10-bis(ethoxycarbonyleicosyleneoxy)anthracene